4-(2-(2-(1,1-Difluoroethyl)-4-nitrophenoxy)ethyl)piperidine-1-carboxylic acid tert-butyl ester C(C)(C)(C)OC(=O)N1CCC(CC1)CCOC1=C(C=C(C=C1)[N+](=O)[O-])C(C)(F)F